C1[C@@H]([C@H](OC2=C1C(=C(C(=C2)O)[C@H]3[C@@H]([C@H](OC4=CC(=CC(=C34)O)O)C5=CC(=C(C=C5)O)O)O)O)C6=CC(=C(C=C6)O)O)O The molecule is a proanthocyanidin consisting of two molecules of (+)-catechin joined by a bond between positions 4 and 6' in alpha-configuration. Procyanidin B6 is isolated from leaves and fruit of cowberry Vaccinium vitis-idaea and other plants. It can also be found in grape seeds and in beer. It has a role as a metabolite. It is a hydroxyflavan, a proanthocyanidin and a biflavonoid. It derives from a (+)-catechin.